3-[3-[(E)-2-methoxy-1-methyl-vinyl]phenyl]oxetane-3-carboxylic acid CO/C=C(\C)/C=1C=C(C=CC1)C1(COC1)C(=O)O